methyl 2-fluoro-4-(1-((5-methoxy-7-methyl-1-tosyl-1H-indol-4-yl)methyl)-piperazin-2-yl)benzoate FC1=C(C(=O)OC)C=CC(=C1)C1N(CCNC1)CC1=C2C=CN(C2=C(C=C1OC)C)S(=O)(=O)C1=CC=C(C)C=C1